ClC=1C(=NC(=NC1)N1[C@@H](CCC1)COC)NC1=CC=2C3=C(C(N(C2C=C1)C)=O)OCC([C@@H](N3)C3CC3)(F)F (S)-10-((5-Chloro-2-((S)-2-(methoxymethyl)pyrrolidin-1-yl)pyrimidin-4-yl)amino)-2-cyclopropyl-3,3-difluoro-7-methyl-1,2,3,4-tetrahydro-[1,4]oxazepino[2,3-c]chinolin-6(7H)-on